3-(5,5-dimethyl-2-oxopyrrolidin-3-yl)propanoic acid CC1(CC(C(N1)=O)CCC(=O)O)C